[Na+].[Na+].[Na+].[Na+].ON(C(C(=O)[O-])CC(=O)[O-])C(C(=O)[O-])CC(=O)[O-] hydroxyiminodisuccinate tetrasodium